N1C=NC(=C1)C1CN(CCC1)C=1C2=C(N=C(N1)OC[C@]13CCCN3C[C@@H](C1)F)C(=C(N=C2)C2=CC(=CC1=CC=C(C(=C21)CC)F)O)F 4-(4-(3-(1H-Imidazol-4-yl)piperidin-1-yl)-8-fluoro-2-(((2R,7aS)-2-fluorotetrahydro-1H-pyrrolizin-7a(5H)-yl)methoxy)pyrido[4,3-d]pyrimidin-7-yl)-5-ethyl-6-fluoronaphthalen-2-ol